The molecule is a phenolate anion obtained by deprotonation of one of the two phenolic hydroxy groups of xanthoaphin. It is the major microspecies at pH 7.3 (according to Marvin v 6.2.0.). It is a conjugate base of a xanthoaphin. C[C@@H]1[C@@H]2C3=C([C@H](O1)C)C(=C4C(=O)C[C@]5(C6=C7C8=C([C@H](O[C@@H]([C@H]8O5)C)C)C(=C9C7=C(C3=C46)[C@@](O2)(CC9=O)O)[O-])O)O